O[C@@H]1CC[C@@H](N(C1)C(=O)OCC1=CC=CC=C1)C |r| cis-racemic-benzyl 5-hydroxy-2-methylpiperidine-1-carboxylate